Azetidinimine C1CN=C1N